COC1=CC2=C(C=CC=C2C=C1)B(O)O 2-METHOXYNAPHTHALENE-8-BORONIC ACID